N(=O)N(C(=O)N)CCOC(F)(F)F 1-nitroso-1-(2-(trifluoromethoxy)ethyl)urea